2-(diethoxyphosphoryl)-ethyl acetimidate C(C)(OCCP(=O)(OCC)OCC)=N